OCC1=NC(=C(C(=N1)C#N)C)N1CCC(CC1)OC=1C=C2C(OCC2=CC1)=O 2-(hydroxymethyl)-5-methyl-6-(4-((3-oxo-1,3-dihydroisobenzofuran-5-yl)oxy)piperidin-1-yl)pyrimidine-4-carbonitrile